C(#N)[C@H](CC1=CC=C(C=C1)C=1C=CC2=C(N(C(O2)=O)C)C1)NC(=O)C1OCC(CNC1)(OCC(C)C)C N-[(1S)-1-cyano-2-[4-(3-methyl-2-oxo-2,3-dihydro-1,3-benzoxazol-5-yl)phenyl]ethyl]-6-methyl-6-(2-methylpropoxy)-1,4-oxazepane-2-carboxamide